Silicon diacrylate C(C=C)(=O)[O-].C(C=C)(=O)[O-].[Si+2]